2,2,2-trifluoro-N-{[(3R,5aS,6R,8aS,9R,10S,12R,12aR)-3,6,9-trimethyldecahydro-12H-3,12-epoxypyrano[4,3-j][1,2]benzodioxepin-10-yl]methyl}ethan-1-amine FC(CNC[C@@H]1[C@@H]([C@@H]2CC[C@H]([C@@H]3CC[C@]4(OO[C@]32[C@H](O1)O4)C)C)C)(F)F